CN1N=C(C(=C1)C(=O)O\N=C\C1=CC(=CC=C1)C)C(F)F (E)-3-methylbenzaldehyde O-(1-methyl-3-(difluoromethyl)-1H-pyrazole-4-carbonyl) oxime